1-[3-(4-Bromo-2-methyl-2H-pyrazol-3-yl)-4-methoxy-phenyl]-3-(4-trifluoromethyl-phenyl)-urea BrC1=C(N(N=C1)C)C=1C=C(C=CC1OC)NC(=O)NC1=CC=C(C=C1)C(F)(F)F